C(=O)O.CN1N=CC=2C1=C(N=NC2C2=C(C=C(C=C2)C(F)(F)F)O)N[C@H]2CN(CCC2)C 2-[1-Methyl-7-[[(3R)-1-methyl-3-piperidyl]amino]pyrazolo[3,4-d]pyridazin-4-yl]-5-(trifluoromethyl)phenol formic acid salt